FC(CN1N=C(C=C1C1[C@H]2CC(C[C@@H]12)N1CC2(CS(C2)(=O)=O)CC1)C(F)(F)F)F 6-((1R,3r,5S,6r)-6-(1-(2,2-difluoroethyl)-3-(trifluoromethyl)-1H-pyrazol-5-yl)bicyclo[3.1.0]hexan-3-yl)-2-thia-6-azaspiro[3.4]octane 2,2-dioxide